C(CCCCCC(=O)OCC=C)(=O)OCC=C Bis(prop-2-enyl) heptanedioate